C(C)(C)C1=C(C=C(C=C1)C)N1/C(/SCC1=O)=N/C(=O)NC(C)OC1=CC=C(C=C1)C1=NN(C=N1)C1=CC=C(C=C1)OC(F)(F)F (Z)-1-(3-(2-isopropyl-5-methylphenyl)-4-oxothiazolidin-2-ylidene)-3-(1-(4-(1-(4-(trifluoromethoxy)phenyl)-1H-1,2,4-triazol-3-yl)phenoxy)ethyl)urea